(R)-1-(1-hydroxy-3,3-dimethylbutan-2-yl)4-oxo-1,4-dihydropyridine-3-carboxylic acid tert-butyl ester C(C)(C)(C)OC(=O)C1=CN(C=CC1=O)[C@@H](CO)C(C)(C)C